FC(COC(C(F)(F)F)(F)F)(F)F pentafluoroethyl 2,2,2-trifluoroethyl ether